(2S,4R)-N-Methyl-1-((R)-10-((6-oxo-4-phenylpyrimidin-1(6H)-yl)methyl)-7-azaspiro[4.5]decane-7-carbonyl)-2-phenylpiperidine-4-carboxamide CNC(=O)[C@H]1C[C@H](N(CC1)C(=O)N1CC2(CCCC2)[C@@H](CC1)CN1C=NC(=CC1=O)C1=CC=CC=C1)C1=CC=CC=C1